tert-Butyl-(E)-2-((3-(7-(dimethylamino)-2-((dimethylcarbamoyl)oxy)-7-oxohept-5-enamido-3,3-d2)-2-oxopyridin-1(2H)-yl)methyl)-5-fluoro-7-isobutyl-1H-indol-1-carboxylat C(C)(C)(C)OC(=O)N1C(=CC2=CC(=CC(=C12)CC(C)C)F)CN1C(C(=CC=C1)NC(C(C(C\C=C\C(=O)N(C)C)([2H])[2H])OC(N(C)C)=O)=O)=O